ClC=1C=NC(=NC1)C(C(C)S(=O)(=O)N)OC 1-(5-chloro-2-pyrimidinyl)-1-methoxy-2-propanesulfonamide